3-(3-((5-(difluoromethyl)-2-((3-methyl-1-(8-methyl-8-azabicyclo[3.2.1]octan-3-yl)-1H-pyrazol-4-yl)amino)pyrimidin-4-yl)amino)propyl)-1,3-oxazepan-2-one FC(C=1C(=NC(=NC1)NC=1C(=NN(C1)C1CC2CCC(C1)N2C)C)NCCCN2C(OCCCC2)=O)F